C(C=C)(=O)OC(C(CCCCCCCC)(C)C)(C)C tetramethyldecyl acrylate